(3R)-3-amino-7-[5-(3-azabicyclo[4.1.0]heptan-1-yl)-1,3,4-oxadiazol-2-yl]-5-[(4-chlorophenyl)methyl]-8-fluoro-1,1-dioxo-2,3-dihydro-1lambda6,5-benzothiazepin-4-one N[C@H]1CS(C2=C(N(C1=O)CC1=CC=C(C=C1)Cl)C=C(C(=C2)F)C=2OC(=NN2)C21CNCCC1C2)(=O)=O